5-{4-Bromo-1-[(piperidin-4-yl)methyl]-1H-indazol-6-yl}-1,3,4-oxadiazol-2(3H)-one BrC1=C2C=NN(C2=CC(=C1)C1=NNC(O1)=O)CC1CCNCC1